(Z)-2-(4-bromobenzylidene)-4-ethoxy-7-(1-methyl-1,2,3,6-tetrahydropyridin-4-yl)benzofuran-3(2H)-one BrC1=CC=C(\C=C\2/OC3=C(C2=O)C(=CC=C3C=3CCN(CC3)C)OCC)C=C1